molecular hydrogen lead [Pb].[H][H]